FC1=CC=C2C[C@@H](C2=C1)NC(=NO)C1=NON=C1O[C@@H]1CN(CC1)S(N)(=O)=O N-[(7S)-4-Fluorobicyclo[4.2.0]octa-1,3,5-trien-7-yl]-N'-hydroxy-4-{[(3S)-1-sulfamoylpyrrolidin-3-yl]oxy}-1,2,5-oxadiazol-3-carboximidamid